FC1=CC2=C(N(C=N2)C2CN(C2)CC=2C=C3CN(C(C3=CC2)=O)C2C(NC(CC2)=O)=O)C=C1 3-(5-((3-(5-fluoro-1H-benzo[d]imidazol-1-yl)azetidin-1-yl)methyl)-1-oxoisoindolin-2-yl)piperidine-2,6-dione